3-(1-oxo-5-(4-(((S)-2-phenylpyrrolidin-1-yl)methyl)pyridin-2-yl)isoindolin-2-yl)piperidine O=C1N(CC2=CC(=CC=C12)C1=NC=CC(=C1)CN1[C@@H](CCC1)C1=CC=CC=C1)C1CNCCC1